[N-](S(=O)(=O)C(F)(F)F)S(=O)(=O)C(F)(F)F.[Na+] Sodium(I) Bis(trifluoromethanesulfonyl)imide salt